2-(pyridin-2-yl)ethan-1-amine N1=C(C=CC=C1)CCN